(R)-5-((2-methoxypyridin-3-yl)amino)-2-methyl-N-(1-(naphthalen-1-yl)ethyl)benzamide COC1=NC=CC=C1NC=1C=CC(=C(C(=O)N[C@H](C)C2=CC=CC3=CC=CC=C23)C1)C